COC=1C=C(C=CC1N1CCN(CC1)C)NC=1N=C(C2=C(N1)C=CS2)N2N=CCC2C2=CC=CC=C2 N-(3-methoxy-4-(4-methylpiperazin-1-yl)phenyl)-4-(5-phenyl-4,5-dihydro-1H-pyrazol-1-yl)thieno[3,2-d]pyrimidin-2-amine